phthalamide sulfate S(=O)(=O)(O)O.C(C=1C(C(=O)N)=CC=CC1)(=O)N